FCCC[SiH3] monofluoropropyl-silane